C(C)OC(C(C(=O)OCC)=CNC(NC1CCC1)=O)=O 2-{[(Cyclobutylcarbamoyl)amino]methylene}propanedioic acid 1,3-diethyl ester